(R)-8-Ethyl-8,9,10,11-tetrahydro-[1,4]oxazepino[7,6-h]quinoline dihydrochloride Cl.Cl.C(C)[C@H]1OC2=CC=C3C=CC=NC3=C2CNC1